N'-((2,4-diisopropylpyridin-3-yl)carbamoyl)-2-(2-hydroxypropan-2-yl)thiazole-5-sulfonimidamide C(C)(C)C1=NC=CC(=C1NC(=O)N=S(=O)(N)C1=CN=C(S1)C(C)(C)O)C(C)C